FC(F)F.[Li] lithium tri-fluoromethane